OC1=CCN(C=C1)C(C)=O 1-(4-hydroxypyridin-1-yl)ethan-1-one